1-[N,N-bis(1-octyl)aminomethyl]carboxybenzotriazole C(CCCCCCC)N(CCCCCCCC)CN1N=NC2=C1C=CC=C2C(=O)O